C(C)(C)(C)N1N=CC(=C1)C(=O)NCC1=C(C=C(C=C1)C=1C=2N(C=C(N1)C=1C=NN(C1)C)N=CC2)F 1-(tert-butyl)-N-(2-fluoro-4-(6-(1-methyl-1H-pyrazol-4-yl)pyrazolo[1,5-a]pyrazin-4-yl)benzyl)-1H-pyrazole-4-carboxamide